4-(difluoromethyl)-5-[4-[(3R)-3-ethylmorpholin-4-yl]-6-[(3R)-3-methylmorpholin-4-yl]-1,3,5-triazin-2-yl]pyridin-2-amine FC(C1=CC(=NC=C1C1=NC(=NC(=N1)N1[C@@H](COCC1)CC)N1[C@@H](COCC1)C)N)F